[13C]([13CH3])(=O)SCCNC(CCNC([C@@H](C(COP(OP(OC[C@@H]1[C@H]([C@H]([C@@H](O1)N1C=NC=2C(N)=NC=NC12)O)OP(=O)(O)O)(=O)O)(=O)O)(C)C)O)=O)=O Acetyl-1,2-13C2-COA